1,3,4-thiadiazole-2-carbonitrile S1C(=NN=C1)C#N